5-hydroxytoluene-d3 OC=1C=CC=C(C([2H])([2H])[2H])C1